Epoxycholesterol C[C@H](CCCC(C)C)[C@H]1CC[C@@H]2[C@@]1(CC[C@H]3[C@H]2C[C@H]4[C@@]5([C@@]3(CC[C@@H](C5)O)C)O4)C